CC1=NC(=CC=C1C1=CC(=CC=C1)B1OC(C(O1)(C)C)(C)C)C 2,6-dimethyl-3-(3-(4,4,5,5-tetramethyl-1,3,2-dioxaborolan-2-yl)phenyl)pyridine